Methyl (S)-3-(4'-fluoro-2'-methyl-6'-(pent-4-en-1-yloxy)-[1,1'-biphenyl]-3-yl)-3-((S)-2-(2-oxopyridin-1(2H)-yl)pent-4-enamido)propanoate FC1=CC(=C(C(=C1)OCCCC=C)C1=CC(=CC=C1)[C@H](CC(=O)OC)NC([C@H](CC=C)N1C(C=CC=C1)=O)=O)C